Trifluoromethanesulfonic acid 6-oxo-6H-benzo[c]chromen-3-yl ester O=C1OC2=CC(=CC=C2C2=C1C=CC=C2)OS(=O)(=O)C(F)(F)F